{4-(6-methoxynaphthalen-2-ylcarbonyl)phenyl}dimethylsulfonium nonafluorobutanesulfonate FC(C(C(C(S(=O)(=O)[O-])(F)F)(F)F)(F)F)(F)F.COC=1C=C2C=CC(=CC2=CC1)C(=O)C1=CC=C(C=C1)[S+](C)C